(bromomethyl)-6-bromonicotinic acid methyl ester COC(C1=C(N=C(C=C1)Br)CBr)=O